[1,4]Thiazine-6-sulfonyl chloride S1CC=NC=C1S(=O)(=O)Cl